C(C(=C)C)(=O)O.C1=CC=CC=2C3=CC=CC=C3CC12 Fluorene methacrylate